(1R,5S)-1-(4-chloro-3-(trifluoromethyl)phenyl)-3-aza-bicyclo[3.1.0]hexane ClC1=C(C=C(C=C1)[C@@]12CNC[C@H]2C1)C(F)(F)F